FC1=CC=C(C=C1)C(C#C)=O 1-(4-fluorophenyl)-2-propyne-1-one